tris(normal-butylcyclopentadienyl)yttrium C(CCC)C1(C=CC=C1)[Y](C1(C=CC=C1)CCCC)C1(C=CC=C1)CCCC